C(C)(C)(C)C1=NN(C(=C1)NC(=O)NC1=CC(=C(C=C1)OC1=CC(=NC=C1)C(NC)=O)C)C=1C=C2C=CC=NC2=CC1 1-(3-tert-butyl-1-(quinolin-6-yl)-1H-pyrazol-5-yl)-3-(3-methyl-4-(2-(methylcarbamoyl)pyridin-4-yloxy)phenyl)urea